1-(2-((2S,4R)-2-(5-chloropyridin-3-ylcarbamoyl)-4-fluoropyrrolidin-1-yl)-2-oxoethyl)-5-(pyridazin-4-yl)-1H-indazole-3-carboxamide ClC=1C=C(C=NC1)NC(=O)[C@H]1N(C[C@@H](C1)F)C(CN1N=C(C2=CC(=CC=C12)C1=CN=NC=C1)C(=O)N)=O